5-chloro-1-(1-cyclopropyl-1H-pyrazol-4-yl)-6-[8-(oxetan-3-yl)-3,8-diazabicyclo[3.2.1]octan-3-yl]-1H-indazole ClC=1C=C2C=NN(C2=CC1N1CC2CCC(C1)N2C2COC2)C=2C=NN(C2)C2CC2